8-bromo-6-chloro-2-methyl-4H-pyrido[3,4-d][1,3]oxazin-4-one BrC1=NC(=CC2=C1N=C(OC2=O)C)Cl